BrC=1C=C2C=C(C(N(C2=CC1)C)=O)C(=O)NC1=NC=C(C=C1)F 6-bromo-N-(5-fluoro-2-pyridinyl)-1-methyl-2-oxo-quinoline-3-carboxamide